(R or S)-2-chloro-N-(3-(dimethylamino)propyl)-4-(4-(1-(3,3,3-trifluoro-2-hydroxy-2-phenylpropanoyl)piperidin-4-yl)butoxy)benzamide ClC1=C(C(=O)NCCCN(C)C)C=CC(=C1)OCCCCC1CCN(CC1)C([C@@](C(F)(F)F)(C1=CC=CC=C1)O)=O |o1:28|